C(#N)C1=CC(=C(COC2=CC=CC(=N2)C2=CC(=C(C=C2F)CC(=O)NC2=C(C=C(C(=O)OC)C=C2)N[C@@H]2COCC2(C)C)F)C=C1)F Methyl (S)-4-(2-(4-(6-((4-cyano-2-fluorobenzyl)oxy)pyridin-2-yl)-2,5-difluorophenyl)acetamido)-3-((4,4-dimethyltetrahydrofuran-3-yl)amino)benzoate